6-chlorobenzo[D][1,3]dioxazole-5-carbaldehyde ClC=1C(=CC2=C(ONO2)C1)C=O